1,2,3,4-tetrahydronaphthalen-1-yl-N-methylglycine C1(CCCC2=CC=CC=C12)N(CC(=O)O)C